2-(2-chloro-5-(((5-isopropyl-7-(4-(trifluoromethyl)piperidin-1-yl)-5H-pyrrolo[3,2-d]pyrimidin-2-yl)thio)methyl)phenyl)acetic acid Potassium tert-butoxide CC(C)(C)[O-].[K+].ClC1=C(C=C(C=C1)CSC=1N=CC2=C(N1)C(=CN2C(C)C)N2CCC(CC2)C(F)(F)F)CC(=O)O